1-(4-((1S,2R)-4,4-difluoro-2-(4-fluoro-2-methylphenyl)-6-hydroxy-1,2,3,4-tetrahydronaphthalen-1-yl)phenyl)piperidine-4-carbaldehyde FC1(C[C@H]([C@H](C2=CC=C(C=C12)O)C1=CC=C(C=C1)N1CCC(CC1)C=O)C1=C(C=C(C=C1)F)C)F